2,3,4,5-tetrahydro-1H-azepin N1CCCCC=C1